[Na].OCCC(C(=O)O)N1C=NCC1 (hydroxyethyl-carboxymethyl)-2-imidazoline sodium